C(C)N(CC)CCCN(CCCN(CC)CC)CCCN(CC)CC tris[3-(N,N-diethyl-amino)propyl]amine